OC(COC=1C=C(C=2N(C1)N=CC2C#N)C=2C=NC(=CC2)N2CCC(CC2)OC=2C=NC=CC2)(C)C 6-(2-hydroxy-2-methylpropoxy)-4-(6-(4-(pyridin-3-yloxy)piperidin-1-yl)pyridin-3-yl)pyrazolo[1,5-a]pyridine-3-carbonitrile